FC(OC1=CC=C(C=C1)NCCN1C[C@@H](CCC1)NS(=O)(=O)C=C)(F)F (R)-N-(1-(2-(4-(trifluoromethoxy)phenylamino)ethyl)piperidin-3-yl)ethenesulfonamide